N-Hydroxy-N-(2-hydroxyethyl)-5-((5-(4-(trifluoromethyl)phenyl)oxazol-2-yl)amino)picolinamide ON(C(C1=NC=C(C=C1)NC=1OC(=CN1)C1=CC=C(C=C1)C(F)(F)F)=O)CCO